N[C@@H](C)C=1N(C(C2=C(C=CC=C2C1)Cl)=O)C1=CC=C(C=C1)F (S)-3-(1-aminoethyl)-8-chloro-2-(4-fluorophenyl)isoquinolin-1(2H)-one